6-(methoxy-d3)-5-((1s,5s)-2-methyl-2,6-diazabicyclo[3.2.0]hept-6-yl)quinazolin-4-amine C(OC=1C(=C2C(=NC=NC2=CC1)N)N1[C@H]2CCN([C@H]2C1)C)([2H])([2H])[2H]